ruthenium (II) tris(2,2'-bipyridine) hexafluorophosphate F[P-](F)(F)(F)(F)F.N1=C(C=CC=C1)C1=NC=CC=C1.N1=C(C=CC=C1)C1=NC=CC=C1.N1=C(C=CC=C1)C1=NC=CC=C1.[Ru+2].F[P-](F)(F)(F)(F)F